(S)-N-(1-(1-(5-((dimethyl(oxo)-λ6-sulfaneylidene)amino)pyridin-2-yl)-1H-1,2,4-triazol-5-yl)ethyl)-2-methyl-5-(trifluoromethyl)benzamide CS(=O)(C)=NC=1C=CC(=NC1)N1N=CN=C1[C@H](C)NC(C1=C(C=CC(=C1)C(F)(F)F)C)=O